N1=CN=C2N=CNC2=C1N[C@@H]1[C@H]([C@@H]([C@H]([C@@H](O1)CO)NC(C[C@@H]1N(CCC1)C(=O)OC(C)(C)C)=O)O)O tert-butyl (R)-2-(2-(((2R,3R,4R,5S,6S)-6-((7H-purin-6-yl)amino)-4,5-dihydroxy-2-(hydroxymethyl)tetrahydro-2H-pyran-3-yl)amino)-2-oxoethyl)pyrrolidine-1-carboxylate